N[C@H]1CN(CCC1)C(=O)C=1C=C2OCCN3C(=NC(C1)=C32)C=3N(C2=CC(=CC=C2C3)OC)CCOC (R)-(3-aminopiperidin-1-yl)(2-(6-methoxy-1-(2-methoxyethyl)-1H-indol-2-yl)-3,4-dihydro-5-oxa-1,2a-diazaacenaphthylen-7-yl)methanone